2-((2-(6-(tert-Butyl)pyridin-2-yl)-1H-indol-5-yl)sulfonyl)-2-methylpropanoic acid C(C)(C)(C)C1=CC=CC(=N1)C=1NC2=CC=C(C=C2C1)S(=O)(=O)C(C(=O)O)(C)C